ClC=1C=C(CC2CNC(C(CNC(COCCC=CCN2)CC(C)C)(C)C)C)C=CC1OC 10-(3-chloro-4-methoxybenzyl)-3-isobutyl-6,6,7-trimethyl-1-oxa-4,8,11-triazacycloHexadec-13-ene